ClN1N=CC(=CC1=O)N1CCN(CC1)C1=C(C=CC=C1)C chloro-5-[4-(2-methylphenyl)piperazin-1-yl]-2,3-dihydropyridazin-3-one